C(C1=CC=CC=C1)OC(=O)N([C@H](C(=O)NC(C(=O)OC)CC1CNCCS1(=O)=O)C(C)C)C methyl 2-((S)-2-(((benzyloxy)carbonyl)(methyl)amino)-3-methylbutanamido)-3-(1,1-dioxidothiomorpholin-2-yl)propanoate